C(C)(=O)N1[C@H]([C@@H](N(CC1)C(\C=C/Cl)=O)C)C1=CC(=CC(=C1)C=1C=NC(=NC1)C)Cl (Z)-1-((2s,3S)-4-acetyl-3-(3-chloro-5-(2-methylpyrimidin-5-yl)phenyl)-2-methylpiperazin-1-yl)-3-chloroprop-2-en-1-one